7-(dimethylamino)-4-(o-tolyl)chromen-2-one CN(C1=CC=C2C(=CC(OC2=C1)=O)C1=C(C=CC=C1)C)C